ClC1=C(C=C(C=C1)NC(=O)[C@@H]1C([C@H]1C1=CC(=CC(=C1)Cl)Cl)(Cl)Cl)NC(=O)C=1SC=C(N1)C(F)(F)F |r| trans-rac-N-(2-Chloro-5-(2,2-dichloro-3-(3,5-dichlorophenyl)cyclopropane-1-carboxamido)phenyl)-4-(trifluoromethyl)thiazole-2-carboxamide